(3-(3,4-dichlorophenyl)-1-(2,2-difluoroethyl)-1H-indazol-5-yl)(4-hydroxypiperidin-1-yl)methanone ClC=1C=C(C=CC1Cl)C1=NN(C2=CC=C(C=C12)C(=O)N1CCC(CC1)O)CC(F)F